C(C)(C)(C)OC(=O)N1C(CN(CC1C)C1=CC(=C(C=C1)[N+](=O)[O-])O)C.CC1N(C(CN(C1)C1=CC2=C(N(C(O2)=O)C)C=C1)C)C(=O)NCCCCC1=CC=CC=C1 2,6-Dimethyl-4-(3-methyl-2-oxo-1,3-benzoxazol-6-yl)-N-(4-phenylbutyl)piperazine-1-carboxamide tert-Butyl-4-(3-hydroxy-4-nitrophenyl)-2,6-dimethyl-piperazine-1-carboxylate